(4-methoxycyclohexyl)(4-(((2S,3R,4R,5S)-3,4,5-trihydroxy-2-(hydroxymethyl)piperidin-1-yl)methyl)piperidin-1-yl)methanone COC1CCC(CC1)C(=O)N1CCC(CC1)CN1[C@H]([C@H]([C@@H]([C@H](C1)O)O)O)CO